Pyrrolidine dithiocarbamate C(N)(S)=S.N1CCCC1